4-(2-(ethoxymethoxy)-5-methoxybenzoyl)benzoic acid C(C)OCOC1=C(C(=O)C2=CC=C(C(=O)O)C=C2)C=C(C=C1)OC